benzyl ((((1S,4R)-3-oxo-1-azabicyclo[2.2.1]heptan-2-yl)methoxy)(phenoxy)phosphoryl)-L-alaninate O=C1C(N2CC[C@@H]1C2)COP(=O)(OC2=CC=CC=C2)N[C@@H](C)C(=O)OCC2=CC=CC=C2